C(CCCCCCCCCC(=O)OCCCCCCCCCC)(=O)OCC(COC(CCC(OCCCCCCCC)OCCCCCCCC)=O)CO 1-(3-((4,4-bis(octyloxy)butanoyl)oxy)-2-(hydroxymethyl)propyl) 11-decyl undecanedioate